OC=1C2=C(NC(CC1)=O)C=CC=C2 5-hydroxy-2-oxo-2,3-dihydro-1H-benzo[b]azepine